N1C(=NC=C1)C=1N=CC2=CC=CC=C2C1 3-(imidazol-2-yl)isoquinoline